C1(=CC=C(\C=C\C)C=C1)OC (E)-anethol